1-(6-Methylpyridin-2-yl)ethan-1-on CC1=CC=CC(=N1)C(C)=O